N-(3-acetyl-2-thienyl)-acetamide C(C)(=O)C1=C(SC=C1)NC(C)=O